N-[2-({9,10-dimethoxy-4-oxo-6H,7H-pyrimido[4,3-a]isoquinolin-2-yl}(2,4,6-trimethylphenyl)amino)propyl]-5-methyl-3H-1,2,3-triazole-4-carboxamide COC=1C=C2CCN3C(C2=CC1OC)=CC(=NC3=O)N(C(CNC(=O)C=3NN=NC3C)C)C3=C(C=C(C=C3C)C)C